C(C)(C)(C)C1CCC(CC1)NC(N)=O 3-(4-(tert-butyl)cyclohexyl)urea